COC(C(=C)C1=NC=CC(=C1)[N+](=O)[O-])=O (4-nitropyridin-2-yl)acrylic acid methyl ester